5-({7,7-dimethyl-1,4-dioxaspiro[4.5]decan-8-yl}amino)furo[2,3-c]pyridine-2-carbonitrile CC1(CC2(OCCO2)CCC1NC=1C=C2C(=CN1)OC(=C2)C#N)C